COC(C1=C(C(=CC=C1)C(=C)OCC)F)=O 1-ethoxyvinyl-2-fluorobenzoic acid methyl ester